3-bromo-1H-pyrazole-5-carboxylate hydrochloride Cl.BrC1=NNC(=C1)C(=O)O